B(OCCOC)(OCCOC)OCCOC tri(2-methoxyethyl) borate